N-ethyl-5-fluoro-2-((5-(2-(5-hydroxy-6-((2-methoxyethyl)(methyl)amino)-2,5-dimethylhexan-3-yl)-2,6-diazaspiro[3.4]octan-6-yl)-1,2,4-triazin-6-yl)oxy)-N-isopropylbenzamide fumarate C(\C=C\C(=O)O)(=O)O.C(C)N(C(C1=C(C=CC(=C1)F)OC1=C(N=CN=N1)N1CC2(CN(C2)C(C(C)C)CC(CN(C)CCOC)(C)O)CC1)=O)C(C)C